ClC=1C=CC(=C(C1)C1=CC(=CN=N1)NC1=CC=NC2=CC(=C(C=C12)O)OCCN1CCN(CC1)C)F 4-{[6-(5-chloro-2-fluorophenyl)pyridazin-4-yl]amino}-7-[2-(4-methylpiperazin-1-yl)-ethoxy]quinolin-6-ol